6-oxohexan-1-aminium trifluoroacetate FC(C(=O)[O-])(F)F.O=CCCCCC[NH3+]